C(C1CO1)OCCC[SiH2]C(OC)OC (3-glycidoxypropyl)dimethoxymethylsilane